C(C)(C)(C)OC(NCC1=CC(=CC=C1)C(=O)N1CCC(CC1)(CN1C=NC2=CC(=CC=C2C1=O)NC(CCN1CCN(CC1)C)=O)O)=O tert-butyl-(3-(4-hydroxy-4-((7-(3-(4-methylpiperazin-1-yl)propan amido)-4-oxoquinazolin-3(4H)-yl)methyl)piperidine-1-carbonyl)benzyl)carbamate